C(C)OC(=O)N1N=C(C2=C1C(N(C2)C(=O)OC(C)(C)C)(C)C)N 3-amino-6,6-dimethyl-4,6-dihydropyrrolo[3,4-c]pyrazole-1,5-dicarboxylic acid 5-(tert-butyl) 1-ethyl ester